C(#N)C1(CCCCC1)C 3-Cyano-3-methylcyclohexan